(S)-3,3,3-trifluoro-2-hydroxy-2-methyl-1-(6-(3-methyl-1H-pyrrolo[2,3-b]pyridin-5-yl)-8-((R)-morpholin-3-yl)-3,4-dihydroisoquinolin-2(1H)-yl)propan-1-one FC([C@@](C(=O)N1CC2=C(C=C(C=C2CC1)C=1C=C2C(=NC1)NC=C2C)[C@H]2NCCOC2)(C)O)(F)F